IC1=C(C=CC=C1)C1(CCC1)C#N 1-(2-iodophenyl)cyclobutane-1-carbonitrile